C(C)(C)(C)N(CC(=O)O)C1=NC2=C(C(=CC=C2C(=C1)NCCS(N)(=O)=O)Cl)Cl.C(C)O[Si](OCC)(OCC)CCN1CC1 triethoxysilylethyl-aziridine tert-Butyl(7,8-dichloro-4-((2-sulfamoylethyl)amino)quinolin-2-yl)glycinate